2,3-Bis(stearoyloxy)propyl (2-(tripropylammonio)ethyl) phosphate P(=O)(OCC(COC(CCCCCCCCCCCCCCCCC)=O)OC(CCCCCCCCCCCCCCCCC)=O)(OCC[N+](CCC)(CCC)CCC)[O-]